6-chloro-2,3-dihydro-1-benzofuran-4-sulfonyl chloride ClC=1C=C2C(CCO2)=C(C1)S(=O)(=O)Cl